N-(4-([1,2,4]triazolo[1,5-a]pyridin-7-yloxy)-3-methylphenyl)-5-(((1R,3r,5S)-8-(2,2-difluoroethyl)-8-azabicyclo[3.2.1]octan-3-yl)oxy)quinazolin-4-amine N=1C=NN2C1C=C(C=C2)OC2=C(C=C(C=C2)NC2=NC=NC1=CC=CC(=C21)OC2C[C@H]1CC[C@@H](C2)N1CC(F)F)C